ClC1=NC2=CC=CC=C2C(=N1)C1=C(C(=C(C(=C1[2H])[2H])[2H])[2H])[2H] 2-chloro-4-(phenyl-d5)quinazoline